O1CCN(CC1)C1=CC(=C2N=CC=NC2=C1)OC1CCC(CC1)N 4-(7-morpholinoquinoxalin-5-yl)oxycyclohexylamine